FC1(CC(C1)(C)CN1N=C(C(=C1C(=O)NC1=CC(=CC=C1)S(=O)(=N)C)C(F)F)C12C(C(C1)(C2)F)(F)F)F 1-((3,3-difluoro-1-methylcyclobutyl)methyl)-4-(difluoromethyl)-N-(3-(S-methylsulfonimidoyl)phenyl)-3-(2,2,3-trifluorobicyclo[1.1.1]pentan-1-yl)-1H-pyrazole-5-carboxamide